methyl 3α,7α-di-trimethylsilyloxy-5β-cholanate C[Si](O[C@H]1C[C@H]2C[C@H]([C@H]3[C@@H]4CC[C@H]([C@@H](CCC(=O)OC)C)[C@]4(CC[C@@H]3[C@]2(CC1)C)C)O[Si](C)(C)C)(C)C